2-[(2S)-2-aminobutyl]-3-bromo-5-chloro-N-[(1,3-thiazol-2-yl)methyl]thieno[3,2-b]pyridin-7-amine hydrochloride Cl.N[C@H](CC1=C(C2=NC(=CC(=C2S1)NCC=1SC=CN1)Cl)Br)CC